O1CCC(CC1)C1=C(C=CC=C1)C1CCN(CC1)[C@H]1CC2(CN(C2)C=2OC=NN2)CC1 (R)-2-(6-(4-(2-(tetrahydro-2H-pyran-4-yl)phenyl)piperidin-1-yl)-2-azaspiro[3.4]oct-2-yl)-1,3,4-oxadiazole